((1S,2R)-1-(5-chloro-1,1-dioxo-3-oxobenzo[d]isothiazol-2(3H)-yl)-2-(6-fluoro-2,3-dimethylphenyl)propyl)-1,3,4-oxadiazol-2(3H)-one ClC=1C=CC2=C(C(N(S2(=O)=O)[C@@H]([C@H](C)C2=C(C(=CC=C2F)C)C)N2C(OC=N2)=O)=O)C1